4-(((3-(2,4-dioxotetrahydropyrimidin-1(2H)-yl)benzyl)(methyl)amino)methyl)-N-(4-methyl-3-((4-(pyridin-3-yl)pyrimidin-2-yl)amino)phenyl)benzamide O=C1N(CCC(N1)=O)C=1C=C(CN(C)CC2=CC=C(C(=O)NC3=CC(=C(C=C3)C)NC3=NC=CC(=N3)C=3C=NC=CC3)C=C2)C=CC1